4-chloro-N-(5-ethynyl-4-((4-methoxybenzyl)oxy)pyridin-2-yl)benzamide methyl-2-(4-acetylphenoxy)-4-hydroxybutanoate COC(C(CCO)OC1=CC=C(C=C1)C(C)=O)=O.ClC1=CC=C(C(=O)NC2=NC=C(C(=C2)OCC2=CC=C(C=C2)OC)C#C)C=C1